FC1=CC=C(C=C1)CSC1=C(C(=NN1C(C(COC)(C)C)=O)C1CN(CCC1C)CC(=O)N1CCOCC1)OC 1-(5-{[(4-Fluorophenyl)methyl]sulfanyl}-4-methoxy-3-{4-methyl-1-[2-(morpholin-4-yl)-2-oxoethyl]piperidin-3-yl}-1H-pyrazol-1-yl)-3-methoxy-2,2-dimethylpropan-1-on